NC1=C(C(=C2C(=N1)CCO2)C=2C[C@@H](CN(CC2)C(=O)OC(C)(C)C)O[Si](C)(C)C(C)(C)C)F |r| Tert-butyl rac-(3S)-5-(5-amino-6-fluoro-2,3-dihydrofuro[3,2-b]pyridin-7-yl)-3-[tert-butyl(dimethyl)silyl]oxy-2,3,4,7-tetrahydroazepine-1-carboxylate